CN1N=C(C=C1)C1=CC(=C(C(=O)N[C@@H]2CN(CCC2)C2=CC(=C(C(=C2)F)F)F)C=C1)F 4-(1-methyl-1H-pyrazol-yl)-N-((3S,4S)-(3,4,5-trifluorophenyl)piperidine-3-yl)-2-fluorobenzamide